tris[3-(N,N-dimethylamino)propyl]amine CN(C)CCCN(CCCN(C)C)CCCN(C)C